COC=1C=C(C=C(C1)[N+](=O)[O-])CC#N 2-(3-methoxy-5-nitrophenyl)acetonitrile